ClC1=NSC=2C1=NC(=CC2C2(CCCC2)C#N)N2[C@@H](COCC2)C 1-{3-chloro-5-[(3R)-3-methylmorpholin-4-yl]-[1,2]Thiazolo[4,5-b]Pyridin-7-yl}cyclopentane-1-carbonitrile